9-(3-hydroxybenzyl)-9H-purine OC=1C=C(CN2C3=NC=NC=C3N=C2)C=CC1